C(#N)/C(/C(=O)NCCCCC1CCN(CC1)C(C1=CC=C(C=C1)N1CCN(CC1)CCCCCC#CC1=C2CN(C(C2=CC=C1)=O)C1C(NC(CC1)=O)=O)=O)=C\C1=CN=NC=C1 (E)-2-cyano-N-(4-(1-(4-(4-(7-(2-(2,6-dioxopiperidin-3-yl)-1-oxoisoindolin-4-yl)hept-6-yn-1-yl)piperazin-1-yl)benzoyl)piperidin-4-yl)butyl)-3-(pyridazin-4-yl)acrylamide